BrC1=C(C=C2C3=C(C=NC2=C1F)N=C1N3CCN(C1)C(=O)[O-])Cl 3-bromo-2-chloro-4-fluoro-10,11-dihydropyrazino[1',2':1,2]imidazo[4,5-c]quinoline-9(8H)-carboxylate